2-(4-cyclopropyl-1H-1,2,3-triazol-1-yl)-1-(4-hydroxy-2-(5-methoxybenzo[d]thiazol-2-yl)pyrrolidin-1-yl)-3-methylbutan-1-one C1(CC1)C=1N=NN(C1)C(C(=O)N1C(CC(C1)O)C=1SC2=C(N1)C=C(C=C2)OC)C(C)C